1-(4-(4-((5-chloro-2-fluoro-4-(pyridin-2-ylmethoxy)phenyl)amino)-7H-pyrrolo[2,3-d]pyrimidin-5-yl)piperidin-1-yl)prop-2-en-1-one ClC=1C(=CC(=C(C1)NC=1C2=C(N=CN1)NC=C2C2CCN(CC2)C(C=C)=O)F)OCC2=NC=CC=C2